ClC=1C=C(C(=NC1)OC(F)F)C=1N(C(=NN1)C1=C(C#N)C=CC=C1)C 2-[5-[5-chloro-2-(difluoromethoxy)-3-pyridyl]-4-methyl-1,2,4-triazol-3-yl]benzonitrile